COC=1C=C(CN2C(=NC3=C2C=CC(=C3)C=3C=NN(C3)CCN3CCOCC3)N)C=CC1OCC1=CC=C(C=C1)OC 1-(3-Methoxy-4-((4-methoxybenzyl)oxy)benzyl)-5-(1-(2-morpholinoethyl)-1H-pyrazol-4-yl)-1H-benzo[d]imidazol-2-amine